C1(CC1)OC1=CC(=NC=C1C=1C=NN(C1)[C@H]1COCC1)NC1=NC(=NC(=C1)N)C(F)F (R)-N4-(4-cyclopropoxy-5-(1-(tetrahydrofuran-3-yl)-1H-pyrazol-4-yl)pyridin-2-yl)-2-(difluoromethyl)pyrimidine-4,6-diamine